2-(4-Bromophenyl)benzothiazole (S)-quinuclidin-3-yl-(5'-(3-(2-methoxyethoxy)phenyl)-1',3'-dihydrospiro[cyclopropane-1,2'-inden]-1'-yl)carbamate N12CC(C(CC1)CC2)N(C(O)=O)[C@H]2C1(CC3=CC(=CC=C23)C2=CC(=CC=C2)OCCOC)CC1.BrC1=CC=C(C=C1)C=1SC2=C(N1)C=CC=C2